CC(C)N1CCC(CC1)N1CCN(CCC1)C1=NC(=CC=C1)C1=NOC(=N1)CCC 1-[1-(Propan-2-yl)piperidin-4-yl]-4-[6-(5-propyl-1,2,4-oxadiazol-3-yl)pyridine-2-yl]-1,4-diazepane